3-chloro(methyl)propylene ClCC=CC